2-[3-(2-naphthyl)benzoyl]benzoic Acid C1=C(C=CC2=CC=CC=C12)C=1C=C(C(=O)C2=C(C(=O)O)C=CC=C2)C=CC1